(S)-2-[2-(3-chloro-4-methoxy-phenyl)-benzimidazol-1-yl]-2,N-dicyclohexyl-acetamide ClC=1C=C(C=CC1OC)C1=NC2=C(N1[C@H](C(=O)NC1CCCCC1)C1CCCCC1)C=CC=C2